O1C[C@H](CC1)N1C=C(C2=CC=C(C=C12)C(F)(F)F)C(=O)O 1-[(3S)-tetrahydrofuran-3-yl]-6-(trifluoromethyl)indole-3-carboxylic acid